C(CCCC)OCOCCCC(CC(C)Cl)C 6-chloro-4-methylheptyl pentyloxymethyl ether